C(C1=CC=CC=C1)OC(=O)N[C@@H](C(=O)OCC1=CC=CC=C1)CNC(=O)C1=CC2=NC=CC(=C2S1)Br (R)-benzyl 2-(((benzyloxy)carbonyl)amino)-3-(7-bromothieno[3,2-b]pyridine-2-carboxamido)propanoate